CN1N=CC(=C1C1CCN(CC1)C1=CC(=NC(=N1)C(F)(F)F)N1C(C(C1)N1CCNCC1)CO)C (1-(6-(4-(1,4-dimethyl-1H-pyrazol-5-yl)piperidin-1-yl)-2-(trifluoromethyl)pyrimidin-4-yl)-3-(piperazin-1-yl)azetidin-2-yl)methanol